formic acid pentylester C(CCCC)OC=O